[4-[3-methoxy-3-(piperazin-1-ylmethyl)cyclobutyl]-3-methyl-2-oxo-benzoimidazol-1-yl]piperidine-2,6-dione COC1(CC(C1)C1=CC=CC=2N(C(N(C21)C)=O)N2C(CCCC2=O)=O)CN2CCNCC2